C(C)N(C1=C(C(=O)O)C=CC=C1)CC 2-(diethylamino)benzoic acid